(5S,8SR)-2-[(3,5-Difluoropyridin-2-yl)methyl]-5-{[(3S)-3-fluoropyrrolidin-1-yl]carbonyl}-8-hydroxy-5,6,7,8-tetrahydro[1,2,4]triazolo[4,3-a]pyridin-3(2H)-one FC=1C(=NC=C(C1)F)CN1N=C2N([C@@H](CC[C@@H]2O)C(=O)N2C[C@H](CC2)F)C1=O |&1:16|